ClC=1C(=NC=NC1C1=C(C(=CC=C1)C1=NC(=C(C=C1)CNCCO)OC)Cl)C1=CC(=C(CN2CC3(C2)CNC(C3)=O)C=C1)OC 2-(4-(5-chloro-6-(2-chloro-3-(5-(((2-hydroxyethyl)amino)methyl)-6-methoxypyridin-2-yl)phenyl)pyrimidin-4-yl)-2-methoxybenzyl)-2,6-diazaspiro[3.4]octan-7-one